(Racemic)-2'-chloro-N-(6-(5-(hydroxymethyl)tetrahydrofuran-3-yl)thiazolo[4,5-b]pyrazin-2-yl)-5'-methoxy-6-methyl-[4,4'-bipyridine]-3-carboxamide ClC1=NC=C(C(=C1)C1=C(C=NC(=C1)C)C(=O)NC=1SC=2C(=NC=C(N2)C2COC(C2)CO)N1)OC